BrC1=CC=C(C=C1)C=CC(=O)C1=CC=C(C=C1)C(C)(C)CC 3-(4-bromophenyl)-1-(4-(tert-amyl)phenyl)prop-2-en-1-one